CC(C)CCCCCCCC=O The molecule is a saturated fatty aldehyde resulting from the formal oxidation of the hydroxy group of 9-methyldecan-1-ol to the corresponding aldehyde.